ClC=1N=CN(C1)CC1=CC(=C(C=C1)[C@H]1[C@@H](C1)C(=O)O)F (1R,2R)-2-(4-((4-chloro-1H-imidazol-1-yl)methyl)-2-fluorophenyl)cyclopropane-1-carboxylic acid